NC1=C2C(=NC=N1)N(N=C2C=2NC1=CC(=CC=C1C2)C(=O)OC)C2CCCC2 Methyl 2-(4-amino-1-cyclopentyl-1H-pyrazolo[3,4-d]pyrimidin-3-yl)-1H-indole-6-carboxylate